ClC1=CC=C(C=C1)C1(CCNCC1)C1=CC=C(C=C1)C=1C=NNC1 4-(4-Chlorophenyl)-4-[4-(1H-pyrazol-4-yl)phenyl]-piperidine